5-benzyl-N-(4-(5-((3-hydroxyl-3-methylbutyl)carbamoyl)-2-methylphenyl)pyridin-2-yl)-4H-1,2,4-triazole-3-carboxamide C(C1=CC=CC=C1)C=1NC(=NN1)C(=O)NC1=NC=CC(=C1)C1=C(C=CC(=C1)C(NCCC(C)(C)O)=O)C